4-(4-methyl-2,3-dihydropyrido[3,2-b][1,4]oxazin-8-yl)-7-[(5-piperazin-1-yl-2-pyridyl)amino]isoindolin-1-one CN1C2=C(OCC1)C(=CC=N2)C2=C1CNC(C1=C(C=C2)NC2=NC=C(C=C2)N2CCNCC2)=O